3,5-di(methylthio)-2,4-toluenediamine CSC1=C(C(C)=CC(=C1N)SC)N